ClC1=CC=C(C=C1)C(C=1C=C2C=NN(C2=CC1)C1OCCCC1)=CC1CC(OC(C1)(C)C)(C)C 5-((4-chlorophenyl)(2,2,6,6-tetramethyltetrahydro-4H-pyran-4-ylmethylene)methyl)-1-(tetrahydro-2H-pyran-2-yl)-1H-indazole